(hydroxymethyl)-N-(4-(trifluoromethyl)phenyl)pyridinecarboxamide OCC=1C(=NC=CC1)C(=O)NC1=CC=C(C=C1)C(F)(F)F